2-[(2E)-but-2-enoyl]-8-(pyridin-2-yl)-1H,2H,3H-benzo[e]isoindol-3-one C(\C=C\C)(=O)N1C(C=2C=CC3=C(C2C1)C=C(C=C3)C3=NC=CC=C3)=O